O1COC2=C1C=CC=C2 [1,3]benzodioxol